tris[2-naphthylphenylamino]triphenylamine C1=C(C=CC2=CC=CC=C12)N(C1=CC=CC=C1)C1=C(C(=C(C=C1)N(C1=CC=CC=C1)C1=CC=CC=C1)N(C1=CC2=CC=CC=C2C=C1)C1=CC=CC=C1)N(C1=CC2=CC=CC=C2C=C1)C1=CC=CC=C1